3-(6-(2,6-dichloro-3,5-dimethoxyphenyl)-4,5,6,7-tetrahydro-1H-indazol-3-yl)-1H-pyrazole-4-amine ClC1=C(C(=C(C=C1OC)OC)Cl)C1CCC=2C(=NNC2C1)C1=NNC=C1N